ClC=1C(=C2C(=C(N=C(C2=CN1)N1CC2CCC(C1)N2C(=O)OC(C)(C)C)CCCO)C)F tert-butyl 3-[6-chloro-5-fluoro-3-(3-hydroxypropyl)-4-methyl-2,7-naphthyridin-1-yl]-3,8-diazabicyclo[3.2.1]octane-8-carboxylate